O=C1NC(CCC1N1C(C2=CC=C(C=C2C1=O)OCC(=O)NCCOCCOCCOCCOCCO)=O)=O 2-((2-(2,6-dioxopiperidin-3-yl)-1,3-dioxoisoindolin-5-yl)oxy)-N-(14-hydroxy-3,6,9,12-tetraoxatetradecyl)acetamide